(R)-4-((1-(3-(1,1-difluoro-2-hydroxy-2-methylpropyl)-2-fluorophenyl)ethyl)amino)-10-fluoro-2,6-dimethyl-6H-[1,4]oxazino[3,2-g]quinazolin-7(8H)-one FC(C(C)(C)O)(F)C=1C(=C(C=CC1)[C@@H](C)NC1=NC(=NC2=C(C3=C(C=C12)N(C(CO3)=O)C)F)C)F